CN1CCN(CC1)C1=CC=C(C=C1)NC1=NC2=C(C=CC=C2C=N1)C1=NC=CC(=N1)NC(C=C)=O N-(2-(2-(4-(4-methylpiperazin-1-yl)phenylamino)quinazolin-8-yl)pyrimidin-4-yl)acrylamide